ClC1=CC=C(C=C1)N(C1=C(C=CC=C1)[N+]#[C-])C N-(4-chlorophenyl)-2-isocyano-N-methylaniline